CS(=O)(=O)C1=CC=C(C=C1)NC=1C=C2C(=CC=NC2=CN1)O 6-((4-(methylsulfonyl)phenyl)amino)-1,7-naphthyridin-4-ol